2,5-DIHYDROXYBENZOATE OC1=C(C(=O)[O-])C=C(C=C1)O